(1R,5S)-benzyl 6,7-dihydroxy-3-azabicyclo[3.2.1]octane-3-carboxylate OC1[C@@H]2CN(C[C@H](C1O)C2)C(=O)OCC2=CC=CC=C2